Palladium-cerium [Ce].[Pd]